N-[trans-(7RS,9RS)-3-cyclopropyl-5-(2-methyl-propylsulfamoyl)-9-[3-(2-oxopyridin-1-yl)propanoylamino]-8,9-dihydro-7H-cyclopenta[h]isoquinolin-7-yl]pyridine-3-carboxamide C1(CC1)C=1N=CC2=C3C(=CC(=C2C1)S(NCC(C)C)(=O)=O)[C@@H](C[C@H]3NC(CCN3C(C=CC=C3)=O)=O)NC(=O)C=3C=NC=CC3 |r|